CC1=C(N=CO1)C(=O)OC methyl 5-methyl-oxazole-4-carboxylate